(R)-3-iodo-alpha-methyltyrosine IC=1C=C(C[C@@](N)(C(=O)O)C)C=CC1O